3-bromo-3-(4-hydroxyphenyl)propionic acid BrC(CC(=O)O)C1=CC=C(C=C1)O